trans-Methyl 3-(4-oxo-2-((2-oxo-2-(thiazol-2-ylamino)ethyl)thio)pteridin-3(4H)-yl)cyclobutane-1-carboxylate O=C1N(C(=NC2=NC=CN=C12)SCC(NC=1SC=CN1)=O)[C@@H]1C[C@H](C1)C(=O)OC